CN([C@H](C(=O)N)CC1=CC=C(C=C1)O)C (S)-2-dimethylamino-3-(4-hydroxyphenyl)propanamide